C(=CC)OCCC[Si](OCC)(OCC)OCC 3-propenyloxypropyl-triethoxysilane